Potassium (benzenesulfonyl)[6-(3-[2-[1-(trifluoromethyl)cyclopropyl]ethoxy]-1H-pyrazol-1-yl)-2-[(4S)-2,2,4-trimethylpyrrolidin-1-yl]pyridine-3-carbonyl]azanide C1(=CC=CC=C1)S(=O)(=O)[N-]C(=O)C=1C(=NC(=CC1)N1N=C(C=C1)OCCC1(CC1)C(F)(F)F)N1C(C[C@@H](C1)C)(C)C.[K+]